CC=1N=CN(C1)C=1C=C(N)C=C(C1)C(F)(F)F 3-(4-methyl-1H-imidazole-1-yl)-5-trifluoromethyl-aniline